FC1=CC=C(C=C1)NC(=O)C1(CC1)C(=O)NC1=CC=C(C=C1)OC1=CC=NC2=CC(=CC=C12)C=1C=NC(=CC1)OC(C)C 1-N'-(4-fluorophenyl)-1-N-[4-[7-(6-prop-2-yloxypyridin-3-yl)quinolin-4-yl]oxyphenyl]cyclopropane-1,1-dicarboxamide